BrCC(CC(=O)OCC)=O ethyl 4-bromo-3-oxobutanoate